N-methyl-1-(4H-1,2,4-triazol-3-yl)methanamine, Hydrochloride Cl.CNCC1=NN=CN1